C(C)(=O)O.FC=1C(=C(C=CC1F)C(=O)N1CC(C1)(O)CNC(C(C)C)C)NC1=C(C=C(C=C1)I)F 1-({3,4-difluoro-2-[(2-fluoro-4-iodophenyl)amino]phenyl}carbonyl)-3-{[(1,2-dimethylpropyl)amino]methyl}azetidin-3-ol acetate salt